FC1=C(OC2=C(C=C(C(=O)OC)C=C2)C=2C3=C(C(N(C2)C)=O)N(C=C3)S(=O)(=O)C3=CC=C(C=C3)C)C=CC=C1N1CC(C1)N1CCNCC1 methyl 4-[2-fluoro-3-(3-piperazin-1-ylazetidin-1-yl)phenoxy]-3-[6-methyl-7-oxo-1-(p-tolylsulfonyl)pyrrolo[2,3-c]pyridin-4-yl]benzoate